C(C1=CC=CC=C1)OC(CCO)(C(F)(F)F)C=1OC=CC1 3-benzyloxy-4,4,4-trifluoro-3-(2-furyl)butan-1-ol